aminooleate NC(C(=O)[O-])CCCCCC\C=C/CCCCCCCC